ClC1=CC(=C(COC2=CC=CC(=N2)C2=CC(=C(CN3N=C4C=CC(=CC4=C3CC3OCC3)C(=O)O)C=C2)F)C=C1)F 2-(4-(6-(4-chloro-2-fluorobenzyloxy)pyridin-2-yl)-2-fluorobenzyl)-3-(oxetan-2-ylmethyl)-2H-indazole-5-carboxylic acid